2-(bromophenyl)ethane BrC1=C(C=CC=C1)CC